FC1=C(C(=O)NC2=NN(C=C2)CC2=C(C=C(C=C2)I)C(F)(F)F)C(=CC=C1)F 2,6-Difluoro-N-(1-{[4-iodo-2-(trifluoromethyl)phenyl]methyl}-1H-pyrazol-3-yl)benzamide